Diethyl ((1-cyclopropyl-4-(2,6-dichlorophenyl)-1H-pyrazol-5-yl)methyl)phosphonate C1(CC1)N1N=CC(=C1CP(OCC)(OCC)=O)C1=C(C=CC=C1Cl)Cl